1,3-dicyclohexylpropane C1(CCCCC1)CCCC1CCCCC1